N-(3-bromo-5-(methylsulfonamido)phenyl)-1-(cyanomethyl)-5-(pyridin-2-yl)-1H-pyrrole-3-carboxamide BrC=1C=C(C=C(C1)NS(=O)(=O)C)NC(=O)C1=CN(C(=C1)C1=NC=CC=C1)CC#N